FC1=CC=C(C=C1)[C@]1(C[C@@H](N(CC1)C(=O)N1C=NC=C1)C)C(=O)OC methyl (2S,4S)-4-(4-fluorophenyl)-1-(1H-imidazole-1-carbonyl)-2-methylpiperidine-4-carboxylate